4-((2-(4-methylcyclohex-3-en-1-yl)prop-2-yl)oxy)-4-oxo-3-(p-tolylamino)butanoic acid CC1=CCC(CC1)C(C)(C)OC(C(CC(=O)O)NC1=CC=C(C=C1)C)=O